FCC1=C([C@@H](C2=C(N1)CCC2=O)C2=CC=CC=C2)C(=O)OC Methyl (r)-2-(fluoromethyl)-5-oxo-4-phenyl-4,5,6,7-tetrahydro-1H-cyclopenta[b]pyridine-3-carboxylate